boc-heptylenediamine C(=O)(OC(C)(C)C)NCCCCCCCN